FC(N1N=C(C=C1)C=1C=C(C=CC1C1CN(CC1)C(C=C)=O)C1=CC=C(C=C1)F)F 1-(3-(3-(1-(difluoromethyl)-1H-pyrazol-3-yl)-4'-fluoro-[1,1'-biphenyl]-4-yl)pyrrolidin-1-yl)prop-2-en-1-one